ClC1=C(C(=C(C(=C1)OC1CC1)C#N)I)F 4-chloro-6-(cyclopropyloxy)-3-fluoro-2-iodobenzene-1-carbonitrile